D-1,4-diiodobenzene IC1=CC=C(C=C1)I